propenyl phenyl ether phosphate P(=O)(O)(O)O.C1(=CC=CC=C1)OC=CC